3,4-dihydroxy-9,10-dioxo-2-anthracensulfonic acid, sodium salt [Na+].OC=1C(=CC=2C(C3=CC=CC=C3C(C2C1O)=O)=O)S(=O)(=O)[O-]